C(C)(C)(C)SC=1C=C(NC(F)(F)F)C=CC1 3-(tert-butylthio)(trifluoromethyl)aniline